OC(C)C1=CC=CC2=CC=CC=C12 (1-hydroxyethyl)naphthalene